OC1[C@H](O)[C@H](O)[C@@H](O)[C@H](O1)CO gulopyranose